O1CCN(CC1)C=1C2=C(N=C(N1)C=1C=C(C=CC1)NC(C1=CC=NC=C1)=O)C=C(S2)C2=CN=CO2 N-(3-(4-morpholino-6-(oxazol-5-yl)thieno[3,2-d]pyrimidin-2-yl)phenyl)isonicotinamide